(R)-N,N-Dimethyl-2-(3-(6-methyl-5-(8-methyl-[1,2,4]triazolo[1,5-a]pyridin-6-yl)-2-oxo-2,3-dihydro-1H-benzo[d]imidazol-1-yl)piperidin-1-yl)acetamid CN(C(CN1C[C@@H](CCC1)N1C(NC2=C1C=C(C(=C2)C=2C=C(C=1N(C2)N=CN1)C)C)=O)=O)C